BrCCC1CC(C(C1)O)S 4-(2-bromoethyl)-2-mercaptocyclopentane-1-ol